C12(CC3CC(CC(C1)C3)C2)CCN2CCN(CCC2)CCNC2=C3C(N(C(=NC3=CC=C2)C)C2C(NC(CC2)=O)=O)=O 3-(5-((2-(4-(2-((3r,5r,7r)-adamantan-1-yl)ethyl)-1,4-diazepan-1-yl)ethyl)amino)-2-methyl-4-oxoquinazolin-3(4H)-yl)piperidine-2,6-dione